COC1=C(N=C2C(=N1)NC(=N2)C(F)(F)F)NC2=CC(=CC=C2)F 6-Methoxy-N-(3-fluorophenyl)-2-(trifluoromethyl)-1H-imidazo[4,5-b]pyrazin-5-amin